2'-(2-((tetrahydro-2H-pyran-4-yl)oxy)pyridin-4-yl)-6',8'-dihydrospiro[chroman-4,9'-pyrido[3',2':4,5]imidazo[2,1-c][1,4]oxazine] O1CCC(CC1)OC1=NC=CC(=C1)C=1C=CC=2N=C3COCC4(N3C2N1)CCOC1=CC=CC=C14